2-chloro-7,8-dihydropyrido[4,3-d]pyrimidine-6(5H)-carboxylate ClC=1N=CC2=C(N1)CCN(C2)C(=O)[O-]